(4R,4aS,7aR,12bS)-3-Acetyl-4a-hydroxy-7-oxo-2,3,4,4a,7,7a-hexahydro-1H-4,12-methanobenzofuro[3,2-e]isoquinolin-9-yl acetate C(C)(=O)OC1=CC=C2C3=C1O[C@@H]1[C@]34CCN([C@@H]([C@@]4(C=CC1=O)O)C2)C(C)=O